titanium 2-bromo-5-oxo-4-oxatricyclo[4.2.1.03,7]nonane-9-carboxylate BrC1C2CC3C(C(OC13)=O)C2C(=O)[O-].[Ti+4].BrC2C1CC3C(C(OC23)=O)C1C(=O)[O-].BrC1C2CC3C(C(OC13)=O)C2C(=O)[O-].BrC2C1CC3C(C(OC23)=O)C1C(=O)[O-]